N-[(4-methoxy-1H-benzimidazol-2-yl)methyl]-2-(morpholin-4-yl)-8-(2,2,2-trifluoroethyl)pyrazolo[1,5-a][1,3,5]triazin-4-amine COC1=CC=CC=2NC(=NC21)CNC2=NC(=NC=1N2N=CC1CC(F)(F)F)N1CCOCC1